F[C@@H]1CN(CC[C@@H]1NC1=NN2C(C(=N1)OC)=C(C=C2)C=2C=CC1=C(N(N=N1)[C@H](C(F)(F)F)C)C2)C(CO)=O 1-((3R,4S)-3-fluoro-4-((4-methoxy-5-(1-((S)-1,1,1-trifluoropropan-2-yl)-1H-benzo[d][1,2,3]triazol-6-yl)pyrrolo[2,1-f][1,2,4]triazin-2-yl)amino)piperidin-1-yl)-2-hydroxyethan-1-one